C1(CCCC1)N1N=C(C2=CC=C(C=C12)COC1=CC=C(C=C1)[C@H](CC(=O)O)C)C1=CC(=C(C=C1)O)O (S)-3-(4-((1-cyclopentyl-3-(3,4-dihydroxyphenyl)-1H-indazol-6-yl)methoxy)phenyl)butanoic acid